10-(2-hydroxypropyl)-1,4,7,10-tetraazacyclododecane-1,4,7-tri-acetic acid sodium salt [Na+].OC(CN1CCN(CCN(CCN(CC1)CC(=O)[O-])CC(=O)[O-])CC(=O)[O-])C.[Na+].[Na+]